FC1=C(C=CC(=C1C=1C=CC=2N(C1)C=NC2C2=NN=C(N2)C)F)NS(=O)(=O)C=2C(=NC=C(C2)F)C N-[2,4-difluoro-3-[1-(5-methyl-4H-1,2,4-triazol-3-yl)imidazo[1,5-a]pyridin-6-yl]phenyl]-5-fluoro-2-methylpyridine-3-sulfonamide